2-(morpholin-2-yl)-N-(6-(thiazol-5-yl)isoquinolin-3-yl)acetamide N1CC(OCC1)CC(=O)NC=1N=CC2=CC=C(C=C2C1)C1=CN=CS1